methyl-1H-pyrazole-3-carbonitrile CN1N=C(C=C1)C#N